7-((2R,4S)-2-(2-chloropyridin-4-yl)tetrahydro-2H-pyran-4-yl)-9-(2,4-difluorophenyl)-2,3-dimethyl-4H-pyrazino[1,2-a]pyrimidin-4-one ClC1=NC=CC(=C1)[C@@H]1OCC[C@@H](C1)C=1N=C(C=2N(C(C(=C(N2)C)C)=O)C1)C1=C(C=C(C=C1)F)F